C(CCC)C1=C(C=C(C(=C1)O)C)CCC(=O)[O-] 3-(butyl-5-methyl-4-hydroxyphenyl)propionate